C(=O)O.NCCNC(CNCCNC(C1=C(C=C(C=C1)NC=1C=2N(C=CN1)C(=CN2)C=2C(=NN(C2)CC#N)C(F)(F)F)Cl)=O)=O N-(2-((2-((2-aminoethyl)amino)-2-oxoethyl)amino)ethyl)-2-chloro-4-((3-(1-(cyanomethyl)-3-(trifluoromethyl)-1H-pyrazol-4-yl)imidazo[1,2-a]pyrazin-8-yl)amino)benzamide formate